(2S,3S,4S,5R)-4-[[3-(3,4-Difluoro-2-methoxy-phenyl)-5-(difluoromethyl)-4,5-dimethyl-tetrahydrofuran-2-carbonyl]amino]pyridin-2-carboxamid FC=1C(=C(C=CC1F)[C@H]1[C@H](O[C@@]([C@H]1C)(C)C(F)F)C(=O)NC1=CC(=NC=C1)C(=O)N)OC